C(C)(C)(C)OC(=O)N1[C@H](CN([C@@H](C1)C)C=1C2=C(N=CN1)N(C=C2C(F)(F)F)C2=NC=CC(=C2)C#N)C (2s,5r)-4-(7-(4-cyanopyridin-2-yl)-5-(trifluoromethyl)-7H-pyrrolo[2,3-d]pyrimidin-4-yl)-2,5-dimethylpiperazine-1-carboxylic acid tert-butyl ester